COC=1C=C(C=CC1OC)C=1N(C2=C(C(=NC(=C2)C2=CC=C(C=C2)N2CCC3(CN(C3)C3COC3)CC2)C)N1)C 2-(3,4-dimethoxyphenyl)-1,4-dimethyl-6-(4-(2-(oxetan-3-yl)-2,7-diazaspiro[3.5]nonan-7-yl)phenyl)-1H-imidazo[4,5-c]pyridine